2-(1,2-oxazol-3-yl)acetic acid O1N=C(C=C1)CC(=O)O